OC1=C(C=C(C=C1)OC)C(CCC1=C(C=C(C=C1)OC)OC)=O 1-(2-hydroxy-5-methoxyphenyl)-3-(2',4'-dimethoxyphenyl)-1-propanone